indium tantalum [Ta].[In]